1-(3-methylpyridin-2-yl)cyclopropane-1-carboxylic acid CC=1C(=NC=CC1)C1(CC1)C(=O)O